C(C)(C)(C)OC(=O)N1CC2(C1)C=C(C2)C2=CC(=NN2C2=C(C=CC=C2)C)C.C[Si](CCOCN2C=NC(=C2)C(=O)N)(C)C 1-(2-trimethylsilylethoxymethyl)imidazole-4-carboxamide tert-butyl-6-(3-methyl-1-(o-tolyl)-1H-pyrazol-5-yl)-2-azaspiro[3.3]hept-5-ene-2-carboxylate